CC=1N(C2=CC=C(C=C2C1)N)CC1=CC(=CC=C1)C(F)(F)F 2-Methyl-1-(3-(trifluoromethyl)benzyl)-1H-indol-5-amine